4,5,6,7-tetrahydro-5-methylthiazolo[5,4-c]pyridine-2-carboxylic acid lithium salt [Li+].CN1CC2=C(CC1)N=C(S2)C(=O)[O-]